[7-(4-chlorophenyl)-3-[[(2,2-dimethylpropanoyl)oxy]methyl]-2,6-dioxo-2,3,6,7-tetrahydro-1H-purin-1-yl]methyl 2,2-dimethylpropanoate CC(C(=O)OCN1C(N(C=2N=CN(C2C1=O)C1=CC=C(C=C1)Cl)COC(C(C)(C)C)=O)=O)(C)C